6-chloro-N-(methyl-d3)-4-((3-(methylthio)pyridin-2-yl)amino)nicotinamide ClC1=NC=C(C(=O)NC([2H])([2H])[2H])C(=C1)NC1=NC=CC=C1SC